6-chloro-2-(4-fluorophenyl)-4-iodopyridin-3-ol ClC1=CC(=C(C(=N1)C1=CC=C(C=C1)F)O)I